C(CCCCCCC)(=O)OCCN(C(C1=CC=CC=C1)=O)C(C(=O)OCC(=O)C1=CC=C(C=C1)Br)(C)C 2-(N-(1-(2-(4-bromophenyl)-2-oxoethoxy)-2-methyl-1-oxopropan-2-yl)benzamido)ethyl octanoate